bromoisothiazol BrC1=NSC=C1